tert-butyl ((5-((3-bromo-4-fluorophenyl)sulfonyl)thiophen-2-yl)methyl)carbamate BrC=1C=C(C=CC1F)S(=O)(=O)C1=CC=C(S1)CNC(OC(C)(C)C)=O